ClC1=NC(=CC(=N1)N1CCC1)N1N=NC2=C1C=CC(=C2)OC 1-[2-chloro-6-(5-methoxy-1,2,3-benzotriazol-1-yl)pyrimidin-4-yl]azetidine